methyl (R)-4-(3-(2-methoxy-2-oxoethyl)-2-oxo-1,2,3,4-tetrahydroquinolin-3-yl)butanoate COC(C[C@@]1(C(NC2=CC=CC=C2C1)=O)CCCC(=O)OC)=O